5-(3-chlorobenzyl)-1-(2-hydroxyethyl)-1H-pyrazolo[3,4-d]pyrimidin-4(5H)-one ClC=1C=C(CN2C=NC3=C(C2=O)C=NN3CCO)C=CC1